3-[(6-bromo-3-pyridyl)oxy]propoxy-tert-butyl-dimethyl-silane BrC1=CC=C(C=N1)OCCCO[Si](C)(C)C(C)(C)C